tert-Butyl (2-(((3-((tert-butyldiphenylsilyl)oxy)cyclopentyl)methyl)amino)ethyl)carbamate [Si](C1=CC=CC=C1)(C1=CC=CC=C1)(C(C)(C)C)OC1CC(CC1)CNCCNC(OC(C)(C)C)=O